ethyl 3-(pyridin-2-yl)propiolate N1=C(C=CC=C1)C#CC(=O)OCC